phosphocytosine C1=CN(C(=O)N=C1N)P(=O)(O)O